FC(C1=C(C=NC(=C1)C1=NC(=NC=C1)C)OC[C@](CC(C)C)(N)C)F (S)-1-((4-(difluoromethyl)-6-(2-methylpyrimidin-4-yl)pyridin-3-yl)oxy)-2,4-dimethyl-pentan-2-amine